C(C)[C@]12N(C=3C(=NN=C(C3)C3=C(C(=CC=C3)F)OC)NC1)C[C@@H](C2)OC2=NC(=C(C(=O)OCC)C(=C2)C)C ethyl 6-(((6aR,8R)-6a-ethyl-2-(3-fluoro-2-methoxyphenyl)-5,6,6a,7,8,9-hexahydropyrrolo[1',2':4,5]pyrazino[2,3-c]pyridazin-8-yl)oxy)-2,4-dimethylnicotinate